NC1=NN2C(C=C(C=C2)C=2C(=C(OCC(C(CC)(F)F)(O)C3=CC=C(C=C3)F)C(=CC2)C(F)F)F)=N1 (3-(2-amino-[1,2,4]triazolo[1,5-a]pyridin-7-yl)-6-(difluoromethyl)-2-fluorophenoxy)-3,3-difluoro-2-(4-fluorophenyl)pentan-2-ol